CC(CCCCC)=O heptan-2-one